CC1(OC2=C(NC1=O)C=CC(=C2)NC2=NC=C(C(=N2)NC=2C=CC1=C(NC(O1)=O)C2)C)C N2-[2,2-dimethyl-2H-1,4-benzoxazin-3(4H)-one-7-yl]-5-methyl-N4-(2-oxo-2,3-dihydro-1,3-benzoxazol-5-yl)-2,4-pyrimidinediamine